N-(5-((3-fluorophenyl)(hydroxy)methyl)thiazol-2-yl)-1-methyl-6-oxo-1,4,5,6-tetrahydropyridazine-3-carboxamide FC=1C=C(C=CC1)C(C1=CN=C(S1)NC(=O)C1=NN(C(CC1)=O)C)O